2,2'-(butane-1,4-diyl)bis(5-phenylpyridazin-3(2H)-one) C(CCCN1N=CC(=CC1=O)C1=CC=CC=C1)N1N=CC(=CC1=O)C1=CC=CC=C1